CN1CCC2(C[C@@H]2C(=O)N[C@@H](CCCCCC(CC)=O)C=2NC(=CN2)C=2C=C3[C@H]4CC[C@@H](C3=CC2)C4)CC1 (S)-6-Methyl-N-((S)-7-oxo-1-(5-((1R,4S)-1,2,3,4-tetrahydro-1,4-methanonaphthalin-6-yl)-1H-imidazol-2-yl)nonyl)-6-azaspiro[2.5]octan-1-carboxamid